C[Si](C)(C)CCOC([C@H](N)CCCCNC(CN1C(C=CC1=O)=O)=O)=O (trimethylsilyl)ethyl-N6-[(2,5-dioxo-2,5-dihydro-1H-pyrrol-1-yl)acetyl]-D-lysinate